C(C)(C)(C)OC(=O)NCCOC1=NN(C=C1C(=O)OCC)C1=CC(=NC=C1)CC1=CC(=CC(=C1)C(F)(F)F)F ethyl 3-(2-((tert-butoxycarbonyl)amino)ethoxy)-1-(2-(3-fluoro-5-(trifluoromethyl)benzyl)pyridin-4-yl)-1H-pyrazole-4-carboxylate